COC([C@H](CCCNC(C1=CC=C(C=C1)N=[N+]=[N-])=O)N)=O (S)-2-amino-5-(4-azidobenzamido)pentanoic acid methyl ester